CN1C(=NC2=C1C=CC=C2)CN2CCN(CC2)C2=C(C=CC=C2)[N+](=O)[O-] 1-methyl-2-((4-(2-nitrophenyl)piperazin-1-yl)methyl)-1H-benzo[d]imidazole